C(\C=C(/C)\CCC=C(C)C)(=O)[O-].OCCCCC[N+](CCC)(CCC)CCC (5-Hydroxypentyl)tripropylammonium geranate